ClC1=CC=C(C=C1)CNC(=O)NC1=CC=C(C=C1)CNC(=O)C1(CC1)C {[(4-chlorophenyl)methyl]amino}-N-(4-{[(methylcyclopropyl)carbonylamino]methyl}phenyl)carboxamide